((2-(((3S,6S,9aS)-3-(3-(4-(dimethylamino)pyrimidin-5-yl)azetidine-1-carbonyl)-5-oxooctahydro-1H-pyrrolo[1,2-a]azepin-6-yl)carbamoyl)benzo[b]thiophen-5-yl)fluoromethyl)phosphonic acid CN(C1=NC=NC=C1C1CN(C1)C(=O)[C@@H]1CC[C@H]2N1C([C@H](CCC2)NC(=O)C2=CC1=C(S2)C=CC(=C1)C(F)P(O)(O)=O)=O)C